5-bromo-N-ethyl-2-nitroaniline BrC=1C=CC(=C(NCC)C1)[N+](=O)[O-]